CC1=C(C(=O)NC2(CC2)C=2C3=CC=CC=C3C=3C=CC=CC3C2)C=C(C=C1)OCC1N(CC1)C 2-Methyl-5-((1-methylazetidin-2-yl)methoxy)-N-(1-(phenanthren-9-yl)cyclopropyl)benzamide